N1(N=CN=C1)CCCCC1=CC=C(OCC=2N=COC2)C=C1 4-((4-(4-(1H-1,2,4-triazol-1-yl)butyl)phenoxy)methyl)oxazole